(S)-2-((4-(6-((5-acetylpyridine-2-yl)methoxy)pyridin-2-yl)piperidin-1-yl)methyl)-1-(oxetan-2-ylmethyl)-1H-benzo[d]imidazole C(C)(=O)C=1C=CC(=NC1)COC1=CC=CC(=N1)C1CCN(CC1)CC1=NC2=C(N1C[C@H]1OCC1)C=CC=C2